4-bromo-N-vinylbenzamide BrC1=CC=C(C(=O)NC=C)C=C1